FC(C1=CC=C(COC2=CC=C(CN3N=CC=C3)C=C2)C=C1)(F)F 1-(4-((4-(Trifluoromethyl)benzyl)oxy)benzyl)-1H-pyrazole